2,2'-azobis{2-[1-(2-hydroxyethyl)-2-imidazoline-2-yl]propane} N(=NC(C)(C)C=1N(CCN1)CCO)C(C)(C)C=1N(CCN1)CCO